6-((2,6-dimethylpyrimidin-4-yl)amino)-N-ethoxy-4-((2-(N-methylcyclopropylsulphonamido)phenyl)amino)nicotinamide CC1=NC(=CC(=N1)NC1=NC=C(C(=O)NOCC)C(=C1)NC1=C(C=CC=C1)N(S(=O)(=O)C1CC1)C)C